methyl indoline-6-carboxylate N1CCC2=CC=C(C=C12)C(=O)OC